tert-butyl 3-oxoazetidine-1-carboxylate (tert-butyl 3-oxoazetidine-1-carboxylate) C(C)(C)(C)C1N(CC1=O)C(=O)O.O=C1CN(C1)C(=O)OC(C)(C)C